7-(6-(((tert-butyldiphenylsilyl)oxy)methyl)-5,6-dihydro-2H-pyran-3-yl)pyrrolo[2,1-f][1,2,4]triazin-4-amine [Si](C1=CC=CC=C1)(C1=CC=CC=C1)(C(C)(C)C)OCC1CC=C(CO1)C1=CC=C2C(=NC=NN21)N